C(CCCCCCCCCCC)C=C(C(=O)O)C.C(C(=C)C)(=O)OCCCCCCCCCCCC dodecyl methacrylate (Dodecyl methacrylate)